Methyl-2,3-dioxo-1-(1-phenyl-1H-indol-6-yl)-1,2,3,4-tetrahydrothieno[2,3-b]pyrazine-6-carboxylate COC(=O)C1=CC2=C(NC(C(N2C2=CC=C3C=CN(C3=C2)C2=CC=CC=C2)=O)=O)S1